[Re].[Mo].[Re] rhenium molybdenum-rhenium